NC1=CC=C(CCNC2=CC(=NC3=CC=CC=C23)Cl)C=C1 N-(4-Aminophenethyl)-2-chlorochinolin-4-amin